O1CCC(CC1)C=O tetrahydropyran-4-carbaldehyde